FC=1C=C(OCC2=NC3=CC=CC=C3C=C2)C=CC1C1=NN(C=C1C1=CC=NC=C1)CC(F)(F)F 2-{3-fluoro-4-[4-pyridin-4-yl-1-(2,2,2-trifluoro-ethyl)-1H-pyrazol-3-yl]-phenoxymethyl}-quinoline